FC=1C(=CC(=NC1)C)C(=O)NCC1=CC=C(C=C1)OC 5-fluoro-N-[(4-methoxyphenyl)methyl]-2-methylpyridine-4-carboxamide